ClC1=C(OC=2C=CC(N(C2)CC2=CC(=CC=C2)C(F)(F)F)=O)C(=CC(=C1)N1C(=CC=C1C)C)Cl 5-(2,6-Dichloro-4-(2,5-dimethyl-1H-pyrrol-1-yl)phenoxy)-1-(3-(trifluoromethyl)benzyl)pyridin-2(1H)-one